O1CC=C(C=C1)CNC1=NN2C(C=CC=C2)=C1C#N (((2H-pyran-4-yl)methyl)amino)pyrazolo[1,5-a]pyridine-3-carbonitrile